4-(1,4-dimethyl-2-(4-(methylsulfonyl)phenyl)-1H-imidazo[4,5-c]pyridin-6-yl)benzaldehyde CN1C(=NC=2C(=NC(=CC21)C2=CC=C(C=O)C=C2)C)C2=CC=C(C=C2)S(=O)(=O)C